N-(3-(3'-oxospiro[cyclohexane-1,1'-isoindolin]-6'-yl)-1H-pyrrolo[2,3-b]pyridin-6-yl)isonicotinamide O=C1NC2(C3=CC(=CC=C13)C1=CNC3=NC(=CC=C31)NC(C3=CC=NC=C3)=O)CCCCC2